1,1,1,5,5,6,6,6-octafluoro-2,4-hexanedione FC(C(CC(C(C(F)(F)F)(F)F)=O)=O)(F)F